((S)-((S or R)-3-(2-(5-fluorothiophen-2-yl)ethyl)-1-(2-(6-methylpyridin-3-yl)propan-2-yl)pyrrolidin-3-yl)(pyridin-2-yl)methyl)-4-methylbenzene-sulfonamide citrate C(CC(O)(C(=O)O)CC(=O)O)(=O)O.FC1=CC=C(S1)CC[C@@]1(CN(CC1)C(C)(C)C=1C=NC(=CC1)C)[C@H](C1=NC=CC=C1)C1=C(C=CC(=C1)C)S(=O)(=O)N |o1:21|